C(=O)O.ClC1=C(C=CC(=C1F)OC)C1=CN=C2N1C=CN=C2NC2=CC(=C(C=C2)C(=O)N2CCN(CC2)C(=O)C2(CCNCC2)O)C [4-[[3-(2-chloro-3-fluoro-4-methoxy-phenyl)imidazo[1,2-a]pyrazin-8-yl]amino]-2-methyl-phenyl]-[4-(4-hydroxypiperidine-4-carbonyl)piperazin-1-yl]methanone formate